C(C)(C)(C)OC(=O)N1C(CCCC1)CCOC1=C(C=CC(=C1)OCC1=CC=CC=C1)[N+](=O)[O-] {2-[5-(benzyloxy)-2-nitrophenoxy]ethyl}piperidine-1-carboxylic acid tert-butyl ester